NC=1N=C(SC1C(=O)C1=CC(=NS1)C1=CC=CC=C1)NC1=CC=C(C=C1)F [4-amino-2-(4-fluoroanilino)thiazol-5-yl]-(3-phenylisothiazol-5-yl)methanone